S(C)(=O)(=O)O.FC=1C=C(C=CC1)NC(=O)N1CCCC2=CC(=CC=C12)OC1=CC=NC2=CC(=C(C=C12)OC)OC N-(3-fluorophenyl)-6-(6,7-dimethoxyquinolin-4-yloxy)-3,4-dihydroquinoline-1(2H)-carboxamide mesylate